FC1=CC=C(C=C1)NC(=O)C1=CC=CC2=CC=CC=C12 N-(4-fluorophenyl)-1-naphthamide